5-(((Trans-3-(3-cyclopropyl-6-methyl-1H-pyrazolo[3,4-b]pyridin-1-yl)cyclobutyl)methyl)amino)-2-(2,6-dioxopiperidin-3-yl)isoindoline-1,3-dione C1(CC1)C1=NN(C2=NC(=CC=C21)C)[C@@H]2C[C@H](C2)CNC=2C=C1C(N(C(C1=CC2)=O)C2C(NC(CC2)=O)=O)=O